C1(=CC=C(C=C1)C=CC(=O)C1=C(C=C(C=C1)OC)O)C 3-(4-tolyl)-1-(2-hydroxy-4-methoxyphenyl)-2-propen-1-one